FC1=C(C=CC(=C1F)F)B(O)O 2,3,4-trifluorophenyl-boronic acid